FC=1C=C(C(=O)[O-])C=CC1OCCOC1OCCCC1 3-fluoro-4-(2-((tetrahydro-2H-pyran-2-yl)oxy)ethoxy)benzoate